tert-butyl (2-(4-amino-7-bromo-2H-pyrazolo[4,3-c]quinolin-2-yl)ethyl)carbamate NC1=NC=2C=C(C=CC2C=2C1=CN(N2)CCNC(OC(C)(C)C)=O)Br